6-[4-[[3-Fluoro-4-(5-hydroxypyridin-3-yl)phenyl]methyl]piperazin-1-yl]-N-[3-nitro-4-(2-phenylsulfanylethylamino)phenyl]sulfonylpyridazine-3-carboxamide FC=1C=C(C=CC1C=1C=NC=C(C1)O)CN1CCN(CC1)C1=CC=C(N=N1)C(=O)NS(=O)(=O)C1=CC(=C(C=C1)NCCSC1=CC=CC=C1)[N+](=O)[O-]